copper iron-copper [Cu].[Fe].[Cu]